C(\C=C\CCCCCC)=O trans-2-nonaenal